CON=C(C)C(CC1CCCCC1)C 4-cyclohexyl-3-methyl-2-butanone O-methyl oxime